C1(CC1)[C@@H](N)C1=CC2=C(N(C=N2)COCC[Si](C)(C)C)C(=C1)F (R)-Cyclopropyl(7-fluoro-1-((2-(trimethylsilyl)ethoxy)methyl)-1H-benzo[d]imidazol-5-yl)methanamine